C(C)(C)(C)OC([C@H](CC1=CC2=CC=CC=C2C=C1)N)=O.ClC1=CC(=C(N=N1)OC1=CC(=CC=C1)C1CC1)C(=O)NCC(F)C1=C(C=C(C=C1)Cl)Cl 6-chloro-3-(3-cyclopropylphenoxy)-N-[2-(2,4-dichlorophenyl)-2-fluoro-ethyl]pyridazine-4-carboxamide tert-butyl-(S)-2-amino-3-(naphthalene-2-yl)propanoate